FC1=CC=C(C=N1)C1=C(N=C2N(C1=O)C=CC=C2)C(F)(F)F 3-(6-fluoropyridin-3-yl)-2-(trifluoromethyl)-4H-pyrido[1,2-a]pyrimidin-4-one